C(CCCCCCCCC)[SiH2]C1=CC=C(C=C1)OCC1=CC=CC=C1 decyl-(4-benzyloxyphenyl)silane